COC1=C(\C=N\S(=O)C(C)(C)C)C=CC=C1C(F)(F)F (E)-N-(2-methoxy-3-(trifluoromethyl)benzylidene)-2-methylpropane-2-sulfinamide